C(C)C1(CS(C2=C(N(C1)C1=CC=CC=C1)C=C(C(=C2)O)SC)(=O)=O)C 3-ethyl-8-hydroxy-3-methyl-7-(methylsulfanyl)-5-phenyl-2,3,4,5-tetrahydro-1,5-benzothiazepine 1,1-dioxide